tert-butyl(5-((6-(4-fluorophenyl)-3-nitropyridin-2-yl)amino)pyridin-2-yl)carbamate C(C)(C)(C)OC(NC1=NC=C(C=C1)NC1=NC(=CC=C1[N+](=O)[O-])C1=CC=C(C=C1)F)=O